dibutyl-ethyl-phosphine oxide C(CCC)P(CC)(CCCC)=O